NCCC(=O)N(C1=C(C=C(C=C1)C1=CC=C(C=N1)C(=O)NCC=1C(=NC=CC1)C)C)C 6-[4-[3-aminopropionyl-(methyl)amino]-3-methyl-phenyl]-N-[(2-methyl-3-pyridinyl)methyl]pyridine-3-carboxamide